2-bromo-3-methyl-5-(2-methyl-4-(6-(trifluoromethyl)-1,5-naphthyridin-2-yl)phenyl)-6,7-dihydropyrazolo-[1,5-a]pyrazin-4(5H)-one BrC1=NN2C(C(N(CC2)C2=C(C=C(C=C2)C2=NC3=CC=C(N=C3C=C2)C(F)(F)F)C)=O)=C1C